7-methyl-6,7-dihydro-5H-benzo[f][1,2,4]triazolo[4,3-d][1,4]diazepin-8-amine CN1CCN2C(C3=C1C(=CC=C3)N)=NN=C2